COC=1C=C(C=2N(C1)N=C(C2)C=2N=C1SC(=NN1C2)OC)OCC(=O)NCCC(F)(F)F 2-((6-methoxy-2-(2-methoxyimidazo[2,1-b][1,3,4]thiadiazol-6-yl)pyrazolo[1,5-a]pyridin-4-yl)oxy)-N-(3,3,3-trifluoropropyl)acetamide